C(C)N1C(NC2=CC(=CC=C2C1)CN1CCN(CC1)C=1C=CC(=NC1F)C(=O)NC)=O 5-(4-((3-ethyl-2-oxo-1,2,3,4-tetrahydroquinazolin-7-yl)methyl)piperazin-1-yl)-6-fluoro-N-methylpyridinecarboxamide